2-(2-chlorophenyl)-5-(6-(oxetan-3-yl)-1,2,3,4-tetrahydronaphthalen-2-yl)-4,5,6,7-tetrahydro-3H-imidazo[4,5-c]pyridine ClC1=C(C=CC=C1)C1=NC2=C(CN(CC2)C2CC3=CC=C(C=C3CC2)C2COC2)N1